C(C)(C)(C)C1=CC=2C(=NC(=CN2)CO)N1C (6-tert-butyl-5-methyl-pyrrolo[2,3-b]pyrazin-3-yl)methanol